C(C=C)(=O)NCO[Si](C)(C)CC acrylamido-ethyldimethylmethoxysilane